C(C)(C)(C)N(C([O-])=O)CCCC[C@@H](C(NCCC(N[C@H](C(N[C@@H](CCCNC(=O)N)C(NC1=CC=C(C=C1)CO)=O)=O)C(C)C)=O)=O)NC(OCC1C2=CC=CC=C2C=2C=CC=CC12)=O (9H-fluoren-9-yl)methyl tert-butyl((6S,9S,16S)-1-amino-6-((4-(hydroxymethyl)phenyl)carbamoyl)-9-isopropyl-1,8,11,15-tetraoxo-2,7,10,14-tetraazaeicosan-16,20-diyl)dicarbamate